OC1=C(C(=O)C2=C(C=C(C=C2)OC)O)C=C(C(=C1)OC)S(=O)(=O)O.[Na] sodium 2,2'-dihydroxy-4,4'-dimethoxy-5-sulfobenzophenone